(3S,6S,7R,8R)-3-[[[3-(acetyloxy)-4-methoxy-2-pyridinyl]carbonyl]amino]-6-methyl-4,9-dioxo-8-(phenylmethyl)-1,5-dioxonan-7-yl 2-methylpropanoate CC(C(=O)O[C@H]1[C@@H](OC([C@H](COC([C@@H]1CC1=CC=CC=C1)=O)NC(=O)C1=NC=CC(=C1OC(C)=O)OC)=O)C)C